FC(CN1N=CC(=C1)C=1C(=NC(=CC1)C)C1=CC=C2C=C(N=NC2=C1)OC)(C)C 7-{3-[1-(2-Fluoro-2-methylpropyl)-1H-pyrazol-4-yl]-6-methylpyridin-2-yl}-3-methoxycinnolin